Cis-2-Hexenal C(\C=C/CCC)=O